CC(=O)N[C@@H]1[C@H]([C@H]([C@H](O[C@H]1O[C@@H]2[C@H](O[C@@H]([C@@H]([C@H]2O)O)O[C@H]3[C@H](O[C@H]([C@@H]([C@H]3O[C@H]4[C@@H]([C@H]([C@@H]([C@H](O4)CO)O)O)O)NC(=O)C)O[C@H]5[C@@H]([C@H](O[C@@H]([C@H]5O)OCCCCCN)CO)O)CO)CO)CO)O)O[C@H]6[C@@H]([C@H]([C@@H]([C@H](O6)CO)O)O)O The molecule is a hexasaccharide derivative consisting of an alpha-D-mannosyl residue beta-linked to a 5-aminopentyl group and which carries at O-3 an beta-D-glucosyl-(1->3)-[beta-D-glucosyl-(1->3)-N-acetyl-beta-D-galactosaminyl-(1->4)-alpha-D-glucosyl-(1->4)]-N-acetyl-beta-D-galactosaminyl branched pentasaccharide unit.